5-Bromo-N-cyclobutyl-2-[4-(trifluoromethoxy)phenyl]-1,2,4-triazol-3-amine BrC=1N=C(N(N1)C1=CC=C(C=C1)OC(F)(F)F)NC1CCC1